Cl.Cl.N[C@H](C(=O)O)[C@@H](CCCB(O)O)CN (2S,3S)-2-amino-3-(aminomethyl)-6-boronohexanoic Acid Dihydrochloride